N[C@@H](CO)C(F)F (2S)-2-amino-3,3-difluoropropan-1-ol